N-[(2E)-2-cyano-3-(3,4-dihydroxy-5-nitrophenyl)-1-oxoprop-2-enyl]-L-alanine methyl ester COC([C@@H](NC(\C(=C\C1=CC(=C(C(=C1)[N+](=O)[O-])O)O)\C#N)=O)C)=O